C[C@H]1N(CC=2C=C(C=NC2C1)[N+](=O)[O-])C(=O)OC(C)(C)C tert-butyl (R)-7-methyl-3-nitro-7,8-dihydro-1,6-naphthyridine-6(5H)-carboxylate